6-formylnaphthalene C(=O)C=1C=C2C=CC=CC2=CC1